6-(4-bromofurfurylamino)-9-β-D-arabinofuranosylpurine BrC=1C=C(CNC2=C3N=CN(C3=NC=N2)[C@H]2[C@@H](O)[C@H](O)[C@H](O2)CO)OC1